ClCC1C2C=CC(C1CCl)C2 5,6-bis(chloromethyl)bicyclo[2.2.1]Hept-2-ene